2-{4-[6-({2-[(1S,4S)-2,5-Diazabicyclo[2.2.1]heptan-2-yl]pyrimidin-4-yl}amino)-[1,3]thiazolo[5,4-c]pyridin-2-yl]pyridin-2-yl}propan-2-ol [C@@H]12N(C[C@@H](NC1)C2)C2=NC=CC(=N2)NC2=CC1=C(C=N2)SC(=N1)C1=CC(=NC=C1)C(C)(C)O